tert-butyl (E)-(3-fluoro-2-((phenylsulfonyl)methyl)allyl)carbamate F/C=C(\CNC(OC(C)(C)C)=O)/CS(=O)(=O)C1=CC=CC=C1